N(=C=O)CC(CCCC)CCC 5-(isocyanatomethyl)octane